[3-(2H-benzotriazole-2-yl)-4-hydroxy-5-tert.butylphenyl]propionic acid N=1N(N=C2C1C=CC=C2)C=2C=C(C=C(C2O)C(C)(C)C)C(C(=O)O)C